methyl 4-(2-hydroxyphenyl)-7-(2-methoxyphenyl)-2-methyl-5-oxo-1,4,5,6,7,8-hexahydroquinoline-3-carboxylate OC1=C(C=CC=C1)C1C(=C(NC=2CC(CC(C12)=O)C1=C(C=CC=C1)OC)C)C(=O)OC